CN(S(=O)(=O)C1=CC=C(C=C1)B(O)O)C [4-(dimethylsulfamoyl)phenyl]boronic acid